[OH-].[OH-].C(C(O)C)(=O)[O-].[NH4+].[NH4+].[NH4+] ammonium lactate dihydroxide